Tert-butyl 2-(5-(trifluoromethyl)pyridin-2-yl)-1H-pyrrole-1-carboxylate FC(C=1C=CC(=NC1)C=1N(C=CC1)C(=O)OC(C)(C)C)(F)F